(-)-1-[(3S*,4R*)-4-(3-fluoro-5-methoxypyridin-2-yl)-2-oxo-pyrrolidin-3-yl]-3-(4-fluoro-phenyl)urea FC=1C(=NC=C(C1)OC)[C@H]1[C@@H](C(NC1)=O)NC(=O)NC1=CC=C(C=C1)F |o1:9,10|